N-(2-bromoethyl)-4-chloro-6-methoxy-1,3,5-triazin-2-amine BrCCNC1=NC(=NC(=N1)Cl)OC